N1=CC=C2N1CC1(C=N2)CC1 spiro[cyclopropane-1,6'-pyrazolo[1,5-a]pyrimidine]